3-(2-methyl-6-oxo-1,6-dihydropyridin-3-yl)-1-((3s,4r)-3-methyltetrahydro-2H-pyran-4-yl)-7-(trifluoromethyl)-2,3-dihydroquinazolin-4(1H)-one CC=1NC(C=CC1N1CN(C2=CC(=CC=C2C1=O)C(F)(F)F)[C@H]1[C@@H](COCC1)C)=O